1-(2'-deoxy-2'-fluoro-beta-L-arabinofuranosyl)-5-methyluracil CC1CN(C(=O)NC1=O)[C@@H]2[C@@H]([C@H]([C@@H](O2)CO)O)F